FC(=C1C(=O)OC(C1(F)F)=O)F perfluoroitaconic anhydride